C(C)N(C(=O)NC(CC=C)C1=NC=CN=C1C)[C@H](C)C1=NC=C(C(=C1)C=1N=C(C=2N(C1)C=CN2)OCCC)OC 1-ethyl-1-((R)-1-(5-methoxy-4-(8-propoxyimidazo[1,2-a]pyrazin-6-yl)pyridin-2-yl)ethyl)-3-(1-(3-methylpyrazin-2-yl)but-3-en-1-yl)urea